(2S)-2-amino-3,3-dicyclopropyl-N-[4-(4-methyloxazol-5-yl)phenyl]propan-amide N[C@H](C(=O)NC1=CC=C(C=C1)C1=C(N=CO1)C)C(C1CC1)C1CC1